2,6-dichloro-5-methylpyrimidine ClC1=NC(=C(C=N1)C)Cl